4-isothiazolin S1NCC=C1